(R*)-1-((R)-(2-((S)-Amino(4,4-difluorocyclohexyl)methyl)imidazo[1,2-b]pyridazin-7-yl)(cyclopropyl)methyl)-4-(2,2,2-trifluoroethyl)imidazolidin-2-one N[C@H](C=1N=C2N(N=CC(=C2)[C@H](N2C(N[C@@H](C2)CC(F)(F)F)=O)C2CC2)C1)C1CCC(CC1)(F)F |o1:14|